OC1CC(CCC1O)NC(OCC1=CC=CC=C1)=O benzyl (3,4-dihydroxycyclohexyl)carbamate